C(C)(C)(C)OC(=O)N1C=NC=C1 1-(tert-Butoxycarbonyl)imidazol